tert-butyl N-cyclopropyl-N-{1-[8-(6-methoxypyridazin-4-yl)-6H-isochromeno[3,4-b]pyridin-3-yl]pyrrolidin-3-Yl}carbamate C1(CC1)N(C(OC(C)(C)C)=O)C1CN(CC1)C1=CC=C2C(=N1)OCC=1C=C(C=CC12)C1=CN=NC(=C1)OC